NC1=C2C(=NC=N1)N(N=C2C2=CC=C(C=C2)OC2=CC=CC=C2)C2CCC(CC2)CN2CC1CCC(C2)N1C=1C=C2C(N(C(C2=CC1)=O)C1C(NC(CC1)=O)=O)=O 5-(3-((4-(4-Amino-3-(4-phenoxyphenyl)-1H-pyrazolo[3,4-d]pyrimidin-1-yl)cyclohexyl)methyl)-3,8-diazabicyclo[3.2.1]octane-8-yl)-2-(2,6-dioxopiperidin-3-yl)isoindoline-1,3-dione